FC1C(C=2C(=C(SC2S(=O)(=O)C)OCC(C)C)C1)(OC)OC 5-fluoro-3-methanesulfonyl-4,4-dimethoxy-1-(2-methylpropyloxy)-4H,5H,6H-cyclopenta[c]thiophene